3-(tert-butyldimethylsiloxy)glutaric anhydride O([Si](C)(C)C(C)(C)C)C1CC(=O)OC(C1)=O